FC1(CN(CC1)C1=CC2=C(N(CN=C2N)C2=CC=CC=C2)C=N1)F 6-(3,3-difluoropyrrolidin-1-yl)-1-phenyl-1H-pyrido[3,4-d]pyrimidin-4-amine